4-hydroxy-7-methyl-3-(2,2,2-trifluoroethan-1-one-1-yl)-2H,7H-pyrano[5,6-c]carbazol OC1=C(COC2=C1C=CC=1N(C=3C=CC=CC3C21)C)C(C(F)(F)F)=O